The molecule is an L-tryptophan derivative that is the amide obtained by formal condensation of the carboxy group of L-tryptophan with the amino group of 2-naphthylamine. It has a role as a chromogenic compound. It is a N-(2-naphthyl)carboxamide, an amino acid amide and a L-tryptophan derivative. C1=CC=C2C=C(C=CC2=C1)NC(=O)[C@H](CC3=CNC4=CC=CC=C43)N